C(=O)C(O)[C@H](N)[C@H](O)\C=C\CCCCCCCCCCCCC mono-methyl-sphingosine